C1=NN=C2C=CC3=CC=CC4=CC=C1C2=C34 2,3-Diaza-pyren